NC1=C(C=NN1C1=CC=C(C=C1)F)C(=O)O 5-amino-1-(4-fluorophenyl)pyrazole-4-carboxylic acid